CC1=C(C(=O)OC)C=CC(=C1)O[C@@H](CCN(C(=O)OCC[Si](C)(C)C)C)C=1SC=CC1 Methyl (S)-2-methyl-4-(3-(methyl((2-(trimethylsilyl)ethoxy)carbonyl)amino)-1-(thiophen-2-yl)propoxy)benzoate